N-{(3R)-1-[2-methyl-4-({(1R)-1-[2-methyl-3-(trifluoromethyl)phenyl]ethyl}amino)pyrido[2,3-d]pyrimidin-6-yl]pyrrolidin-3-yl}acetamide CC=1N=C(C2=C(N1)N=CC(=C2)N2C[C@@H](CC2)NC(C)=O)N[C@H](C)C2=C(C(=CC=C2)C(F)(F)F)C